O(C1=CC=CC=C1)CC(=O)NC=1NC(C=2N=CN([C@H]3C[C@H](O)[C@@H](CO)O3)C2N1)=O N-phenoxyacetyl-2'-deoxyguanosine